ClC=1C=CC(=NC1)CN1C(=NC=2N(C(N(C(C12)=O)CCCO)=O)C)OC1=CC(=CC=C1)F 7-((5-chloropyridin-2-yl)methyl)-8-(3-fluorophenoxy)-1-(3-hydroxypropyl)-3-methyl-1H-purine-2,6(3H,7H)-dione